ClC1=C(C=C(C=C1)C1=CN(C2=NC(=CC=C21)C(=O)N2C(CNCC2)(C)C)CC2=NC=CN=C2)F 4-(3-(4-chloro-3-fluorophenyl)-1-(pyrazin-2-ylmethyl)-1H-pyrrolo[2,3-b]pyridine-6-carbonyl)-3,3-dimethylpiperazin